7-bromo-2-chloroimidazo[2,1-f][1,2,4]triazin-4-amine BrC1=CN=C2C(=NC(=NN21)Cl)N